N-((1r,3r)-3-(4-amino-5-bromo-7H-pyrrolo[2,3-d]pyrimidin-6-yl)cyclobutyl)methacryl-amide NC=1C2=C(N=CN1)NC(=C2Br)C2CC(C2)NC(C(=C)C)=O